OC(C(=O)C1=CC=C(C=C1)CCO)(C)C 2-hydroxy-4'-(2-hydroxyethyl)-2-methyl-propiophenone